Natrium ethanolat C(C)[O-].[Na+]